3-[tert-butoxycarbonyl(methyl)amino]propyl 4-methylbenzenesulfonate CC1=CC=C(C=C1)S(=O)(=O)OCCCN(C)C(=O)OC(C)(C)C